tert-butyl-[2-[2-[2-[tert-butyl-(dimethyl)silyl]oxy-ethoxy]-4-(4-pentylphenyl)phenoxy]ethoxy]-dimethyl-silane C(C)(C)(C)[Si](C)(C)OCCOC1=C(C=C(C=C1)C1=CC=C(C=C1)CCCCC)OCCO[Si](C)(C)C(C)(C)C